C(C)(C)C1=C(C(=CC(=C1)C(C)C)C(C)C)N=C=N 2,4,6-triisopropylphenyl-carbodiimide